[(1S,2R)-[1-(2-Chloro-3-fluoro-4-methoxyphenyl)-2-(diaminomethyl)-3,3,3-trifluoro-2-hydroxypropyl]amino]-7-fluoro-1H-quinolin-2-one ClC1=C(C=CC(=C1F)OC)[C@@H]([C@@](C(F)(F)F)(O)C(N)N)NN1C(C=CC2=CC=C(C=C12)F)=O